2-(1-cyclopropylpyrazol-4-yl)morpholine C1(CC1)N1N=CC(=C1)C1CNCCO1